3-methyl-1,2,3-butanetriol CC(C(CO)O)(C)O